(2S,4R)-4-cyclohexyl-1-((4-phenoxybutyryl)glycyl)pyrrolidine-2-carboxylic acid C1(CCCCC1)[C@H]1C[C@H](N(C1)C(CNC(CCCOC1=CC=CC=C1)=O)=O)C(=O)O